N1C=CC=2C1=NC=C(C2)OC2=C(C(=O)NS(=O)(=O)C1=CC3=C(NC(=N3)C3CC3)C(=C1)[N+](=O)[O-])C=CC(=C2)N2CCN(CC2)CC2=C(CC1(CCC1)CC2)C2=CC=C(C=C2)Cl 2-((1H-pyrrolo[2,3-b]pyridin-5-yl)oxy)-4-(4-((6-(4-chlorophenyl)spiro[3.5]non-6-en-7-yl)methyl)piperazin-1-yl)-N-((2-cyclopropyl-7-nitro-1H-benzo[d]imidazol-5-yl)sulfonyl)benzamide